2-(2,6-dimethyl-4-pyridyl)-3-methyl-6-(6-piperazin-1-yl-3-pyridyl)-1H-pyrrolo[2,3-b]pyridine CC1=NC(=CC(=C1)C1=C(C=2C(=NC(=CC2)C=2C=NC(=CC2)N2CCNCC2)N1)C)C